[C@@H](C)(CC)NC(=O)C1CN([C@@H]2CC=3C4=C(C2=C1)C=CC=C4NC3)CC3=C(C=CC=C3)OC (6aR)-N-((R)-sec-butyl)-7-(2-methoxybenzyl)-4,6,6a,7,8,9-hexahydroindolo[4,3-fg]quinoline-9-carboxamide